N-(phenylacetyl)-N-(2,6-xylyl)-DL-alanine methyl ester COC([C@@H](N(C1=C(C=CC=C1C)C)C(CC1=CC=CC=C1)=O)C)=O |r|